C(#N)C=1C=CC(=C(C1)C1=CN=C(O1)C(=O)N[C@H]1CN([C@@H](C1)C)C#N)OC1CC1 5-(5-Cyano-2-cyclopropoxyphenyl)-N-((3R,5R)-1-cyano-5-methylpyrrolidin-3-yl)oxazole-2-carboxamide